2-(6-(4-(3H-imidazo[4,5-b]pyridin-7-yl)-1H-pyrazol-1-yl)pyridin-3-yl)propionitrile N1=CNC2=NC=CC(=C21)C=2C=NN(C2)C2=CC=C(C=N2)C(C#N)C